trans-4-{[(tert-butoxycarbonyl)amino]-methyl}cyclohexanecarboxylic acid C(C)(C)(C)OC(=O)NC[C@@H]1CC[C@H](CC1)C(=O)O